FC1=C2C=CN=CC2=CC=C1NC(=O)C1C(C1)C1=CC=C(C=C1)S(NC1=NC=CC=C1)(=O)=O N-(5-fluoroisoquinolin-6-yl)-2-(4-(N-(pyridin-2-yl)sulfamoyl)phenyl)cyclopropane-1-carboxamide